[N+](=O)([O-])[O-].[Ag+].CC=1N(C(=CN1)[N+](=O)[O-])CCSC=1OC(=NN1)C1=NC=CC=C1 2-((2-(2-methyl-5-nitro-1H-imidazole-1-yl)ethyl)thio)-5-(pyridine-2-yl)-1,3,4-oxadiazole silver nitrate